5-[(3-fluoro-5-methoxypyridin-2-yl)methoxy]-2-(1-methyl-6-oxo-1,6-dihydropyridazin-3-yl)-2,3-dihydro-1H-isoindol-1-one FC=1C(=NC=C(C1)OC)COC=1C=C2CN(C(C2=CC1)=O)C1=NN(C(C=C1)=O)C